6-methoxy-3-(thiazol-5-yl)-3,4-dihydroacridine-1,9(2H,10H)-dione COC=1C=C2NC=3CC(CC(C3C(C2=CC1)=O)=O)C1=CN=CS1